NC1=C(C(=C(C=C1)C=1C(=C2C(=NC1)NC[C@@]21C[C@@](CC1)(C(=O)N)C)Cl)F)C(N(C)C)=O (1S,3R)-5'-(4-Amino-3-(dimethylcarbamoyl)-2-fluorophenyl)-4'-chloro-3-methyl-1',2'-dihydrospiro[cyclopentane-1,3'-pyrrolo[2,3-b]pyridine]-3-carboxamide